tert-butyl 2-(4-cyclopropyl-6-methoxypyrimidin-5-yl)-4-(methylthio)-7,8-dihydropyrido[4,3-d]pyrimidine-6(5H)-carboxylate C1(CC1)C1=NC=NC(=C1C=1N=C(C2=C(N1)CCN(C2)C(=O)OC(C)(C)C)SC)OC